C(C)N(C(=O)C1CN(C2CN3C4=C(C2=C1)C=CC(=C4C=C3)F)C)CC N,N-diethyl-3-fluoro-8-methyl-7a,8,9,10-tetrahydro-7H-indolo[7,1-fg][1,7]naphthyridine-10-carboxamide